N[C@H]1C[C@H](CN(C1)C(=O)C1=CC2=C(N(C(=N2)C2=CC=3C(=NC=CC3)N2CC2CC2)C)C=C1)NC(\C=C\CN(C)C)=O rac-(2E)-N-[(3R,5S)-5-amino-1-{2-[1-(cyclopropylmethyl)-1H-pyrrolo[2,3-b]pyridin-2-yl]-1-methyl-1H-1,3-benzodiazole-5-carbonyl}piperidin-3-yl]-4-(dimethylamino)but-2-enamide